C1(CC1)S(=O)(=O)NC1=NC=CC(=N1)C1(CCOCC1)C(=O)NC1=NC=C(C=C1)C1=NC(=CN=C1)C1CC1 4-(2-(cyclopropanesulfonamido)pyrimidin-4-yl)-N-(5-(6-cyclopropylpyrazin-2-yl)pyridin-2-yl)tetrahydro-2H-pyran-4-carboxamide